NC1=CC2=C(C=N1)CN(C2)C(=O)OC(C)(C)C tert-Butyl 6-amino-1,3-dihydro-2H-pyrrolo[3,4-c]pyridine-2-carboxylate